N1(C=NC=C1)C1=CC=C(C(=N1)C)N 6-(1H-imidazol-1-yl)-2-methylpyridin-3-amine